trihydroxymethyl-Propane OC(O)(O)CCC